CN1N=CC(=C1)O[C@H]1CNCC1 (R)-1-methyl-4-(pyrrolidin-3-yloxy)-1H-pyrazole